tert-butyl 3-methoxy-5-oxo-5,7-dihydrospiro[cyclopenta[b]pyridine-6,4'-piperidine]-1'-carboxylate COC=1C=C2C(=NC1)CC1(CCN(CC1)C(=O)OC(C)(C)C)C2=O